2-chloro-N-(5-(dimethylamino)-2-isopropylphenyl)acetamide ClCC(=O)NC1=C(C=CC(=C1)N(C)C)C(C)C